COC1=CC=C(C=C1)N1C(=NC=2C=NC=3C=CC(=CC3C21)C2=CC=C(C=C2)C(F)(F)F)C 1-(4-methoxyphenyl)-2-methyl-8-(4-(trifluoromethyl)phenyl)-1H-imidazo[4,5-c]quinoline